(R)-tert-butyl 4-(2-chloro-4-((1-(3-nitro-5-(trifluoromethyl) phenyl) ethyl) amino)-6,7-dihydro-5H-pyrrolo[3,4-d]pyrimidine-6-carbonyl)-4-methoxypiperidine-1-carboxylate ClC=1N=C(C2=C(N1)CN(C2)C(=O)C2(CCN(CC2)C(=O)OC(C)(C)C)OC)N[C@H](C)C2=CC(=CC(=C2)C(F)(F)F)[N+](=O)[O-]